N-[(3R,4R)-4-{4-[(2-fluoro-6-hydroxy-3-methoxyphenyl)(hydroxy)methyl]benzamido}pyrrolidin-3-yl]pyridine-4-carboxamide FC1=C(C(=CC=C1OC)O)C(C1=CC=C(C(=O)N[C@H]2[C@@H](CNC2)NC(=O)C2=CC=NC=C2)C=C1)O